amino-2',3'-dideoxy-3'-(2-pyridyldithio)-uridine N[C@@]1(C[C@@H]([C@@H](CO)O1)SSC1=NC=CC=C1)N1C(=O)NC(=O)C=C1